CC1=NOC(=C1NC(=O)O[C@H](C)C1=CC=CC=C1)C1=CC=C(C=C1)C1=CC=C(C=C1)C1(CC1)C(=O)[O-].[Na+] sodium (R)-1-(4'-(3-methyl-4-(((1-phenylethoxy)carbonyl)amino)isoxazol-5-yl)-[1,1'-biphenyl]-4-yl)cyclopropane-1-carboxylate